tert-butyl (3-(2-oxo-1,2-dihydropyrimidin-5-yl)phenyl)carbamate O=C1NC=C(C=N1)C=1C=C(C=CC1)NC(OC(C)(C)C)=O